N-(5-((4-(1,7-dimethyl-1H-indol-3-yl)-5-methoxypyrimidin-2-yl)amino)-2-(2-(dimethylamino)ethoxy)phenyl)acetamide CN1C=C(C2=CC=CC(=C12)C)C1=NC(=NC=C1OC)NC=1C=CC(=C(C1)NC(C)=O)OCCN(C)C